C(CCC)NC=1C2=C(N=C(N1)Cl)CC[S+]2[O-] N-butyl-2-chloro-5-oxido-6,7-dihydro-thieno[3,2-d]pyrimidin-5-ium-4-amine